N,N-dimethyl-3,4-dioleyloxybenzoylamine CN(C)C(C1=CC(=C(C=C1)OCCCCCCCC\C=C/CCCCCCCC)OCCCCCCCC\C=C/CCCCCCCC)=O